4-dodecylphenylisocyanat C(CCCCCCCCCCC)C1=CC=C(C=C1)N=C=O